butylcyclohexyl acrylate C(C=C)(=O)OC1(CCCCC1)CCCC